C(CCCCCCC)S(=O)(=O)O\N=C\1/SC=C/C1=C(/C#N)\C1=C(C=CC=C1)C (2Z)-[(2Z)-2-{[(octylsulfonyl)oxy]imino}thiophen-3(2H)-yliden](2-methylphenyl)acetonitril